(4-amino-1,3-dihydrofuro[3,4-c]quinolin-8-yl)-[(2R,5R)-2-methyl-5-[5-(trifluoromethyl)-2-pyridyl]morpholin-4-yl]methanone NC1=NC=2C=CC(=CC2C2=C1COC2)C(=O)N2C[C@H](OC[C@H]2C2=NC=C(C=C2)C(F)(F)F)C